(S)-4-(8-amino-3-(1-(2-chloropyrimidine-4-carbonyl)pyrrolidin-2-yl)imidazo[1,5-a]pyrazin-1-yl)-N-(4-propylpyridin-2-yl)benzamide NC=1C=2N(C=CN1)C(=NC2C2=CC=C(C(=O)NC1=NC=CC(=C1)CCC)C=C2)[C@H]2N(CCC2)C(=O)C2=NC(=NC=C2)Cl